NC(C[C@@H](C#CC1=NC=NC=C1)NC(=O)[C@H]1N(CC2=CC=CC=C12)C(=O)C1(CC1)C(F)(F)F)=O (1S)-N-[(1S)-1-(2-Amino-2-oxo-ethyl)-3-pyrimidin-4-yl-prop-2-ynyl]-2-[1-(trifluoromethyl)cyclopropanecarbonyl]isoindoline-1-carboxamide